C(CCCCCCCCCCCCCCCCCCCC=CCC)(=O)O 21-Tetracosenoic acid